N-(10H-chromeno[3,2-c]pyridin-10-yl)-2-oxo-6-(trifluoromethyl)-1,2-dihydropyridine-3-carboxamide C1=NC=CC2=C1C(C=1C=CC=CC1O2)NC(=O)C=2C(NC(=CC2)C(F)(F)F)=O